Benzyl ((2S)-1-(((2S)-4-methyl-1-oxo-1-(((2S)-4,4,4-trifluoro-3-hydroxy-1-((S)-2-oxopiperidin-3-yl)butan-2-yl)amino)pentan-2-yl)amino)-3-(naphthalen-1-yl)-1-oxopropan-2-yl)carbamate CC(C[C@@H](C(N[C@@H](C[C@H]1C(NCCC1)=O)C(C(F)(F)F)O)=O)NC([C@H](CC1=CC=CC2=CC=CC=C12)NC(OCC1=CC=CC=C1)=O)=O)C